BrC1=C2C=NN3C2=C(C=C1F)C(N1[C@@H](CC3)CN(CC1)C(=O)OC(C)(C)C)=O tert-Butyl (S)-3-bromo-2-fluoro-14-oxo-7,8,8a,9,11,12-hexahydro-10H,14H-pyrazino[1',2':5,6][1,5]diazocino[3,2,1-hi]indazole-10-carboxylate